(3-(4-(carboxymethyl)-2,5-dihydroxybenzoylamino)phenyl)acetic acid C(=O)(O)CC1=CC(=C(C(=O)NC=2C=C(C=CC2)CC(=O)O)C=C1O)O